dimethyl-9-fluorenyl-silane titanium dichloride [Cl-].[Cl-].[Ti+2].C[SiH](C1C2=CC=CC=C2C=2C=CC=CC12)C